tert-butyl 4-(2-((N-(tert-butoxycarbonyl)sulfamoyl)amino)ethyl)-3,4-dihydroquinoline-1(2H)-carboxylate C(C)(C)(C)OC(=O)NS(=O)(=O)NCCC1CCN(C2=CC=CC=C12)C(=O)OC(C)(C)C